CC=1C=C(C=CC1NC(C[C@H]1C[C@H](N(C1)C=1C2=C(N=C(N1)C)C1=C(O2)C=CC=C1)C(=O)O)=O)C1=CC=CC=C1 (2S,4R)-4-(2-((3-methyl-[1,1'-biphenyl]-4-yl)amino)-2-oxoethyl)-1-(2-methylbenzofuro[3,2-d]pyrimidin-4-yl)pyrrolidine-2-carboxylic acid